F[C@H]1CNC[C@H]1OC (3S,4R)-3-fluoro-4-methoxypyrrolidin